tert-butyl (E)-4-(3-(3-amino-2-((4-((3-amino-5-carbamoylpyridin-2-yl)amino)but-2-en-1-yl)amino)-5-carbamoylphenoxy)prop-1-yn-1-yl)piperidine-1-carboxylate NC=1C(=C(OCC#CC2CCN(CC2)C(=O)OC(C)(C)C)C=C(C1)C(N)=O)NC\C=C\CNC1=NC=C(C=C1N)C(N)=O